(2R,4R)-1-(3-chloro-2-fluorobenzyl)-4-((3-fluoro-5-methyl-6-((5-methyl-1H-pyrazol-3-yl)amino)-4-(pyrimidin-2-yl)pyridin-2-yl)-methyl)-2-methylpiperidine ClC=1C(=C(CN2[C@@H](C[C@@H](CC2)CC2=NC(=C(C(=C2F)C2=NC=CC=N2)C)NC2=NNC(=C2)C)C)C=CC1)F